CC1=NC2=C(N1)C=C(C=C2)C2=CC=C(C=C2)C2=CC(=CC=C2)CNCCS(=O)(=O)C 2-Methyl-6-(3'-(((2-(Methylsulfonyl)ethyl)amino)Methyl)-[1,1'-Biphenyl]-4-yl)-1H-benzo[d]Imidazol